C1(=CC=C(C=C1)N(C1=C(C=C(C=C1)C1=CC(=C(C=C1)N(C1=CC=C(C=C1)C1=CC=CC=C1)C1=CC=C(C=C1)C1=CC=CC=C1)CC)CC)C1=CC=C(C=C1)C1=CC=CC=C1)C1=CC=CC=C1 N,N,N',N'-tetra(biphenyl-4-yl)-3,3'-diethylbiphenyl-4,4'-diamine